C1=C(C=CC2=CC=CC=C12)C(=CCC1=C(C2=CC=CC=C2C=C1)C(=O)NC=1C=CC=C2C=CC=NC12)CCCCC 2-(3-(naphthalen-2-yl)oct-2-en-1-yl)-N-(quinolin-8-yl)-1-naphthamide